FC1=CC=C(C=C1)C(=O)N1[C@@H](C=2N(CC1)C(=NN2)C=2SC=C(N2)OC)C (R)-(4-fluorophenyl)(3-(4-methoxythiazol-2-yl)-8-methyl-5,6-dihydro-[1,2,4]triazolo[4,3-a]pyrazin-7(8H)-yl)methanone